2-bromo-6,6-dimethyl-5,6-dihydro-4H-thieno[2,3-c]Pyrrole-4-one BrC1=CC2=C(C(NC2=O)(C)C)S1